(1S,3S,4S)-N-[(1R)-1-cyano-2-[(3S)-2-oxo-3-piperidyl]ethyl]-2-[(2R)-3-cyclobutyl-2-[(2,2,2-trifluoroacetyl)amino]propanoyl]-5,5-difluoro-2-azabicyclo[2.2.2]octane-3-carboxamide C(#N)[C@@H](C[C@H]1C(NCCC1)=O)NC(=O)[C@H]1N([C@@H]2CC([C@H]1CC2)(F)F)C([C@@H](CC2CCC2)NC(C(F)(F)F)=O)=O